ClC=1C=C(C=CC1)NC1=CC(=C(C#N)C=C1)N1C2=CC(=CC=C2C=2C=CC(=CC12)C(C)(C)C)C(C)(C)C 4-((3-chlorophenyl)amino)-2-(2,7-di-tert-butyl-9H-carbazol-9-yl)benzonitrile